rhodium tetrafluoroborate F[B-](F)(F)F.[Rh+3].F[B-](F)(F)F.F[B-](F)(F)F